FC(C=1C(=C(C=CC1)[C@@H](C)NC1=CN=NC2=CC(=C(C=C12)C1(CCC(CC1)O)O)OC)F)F (R)-1-(4-((1-(3-(difluoromethyl)-2-fluorophenyl)ethyl)amino)-7-methoxycinnolin-6-yl)cyclohexane-1,4-diol